The molecule is a dihydroxyflavone that is tricin 4'-O-(erythro-beta-guaiacylglyceryl) ether in which the hydroxy hydrogen at position 9'' has been replaced by a beta-D-glucopyranosyl group. It has a role as a plant metabolite. It is a beta-D-glucoside, a dihydroxyflavone, a dimethoxyflavone, a monosaccharide derivative and a polyphenol. It derives from a (-)-(7R,8S)-guaiacylglycerol and a 3',5'-di-O-methyltricetin. COC1=CC(=CC(=C1O[C@@H](CO[C@H]2[C@@H]([C@H]([C@@H]([C@H](O2)CO)O)O)O)[C@@H](C3=CC(=C(C=C3)O)OC)O)OC)C4=CC(=O)C5=C(C=C(C=C5O4)O)O